tert-butyl 4-(pyridin-3-yl)indoline-1-carboxylate N1=CC(=CC=C1)C1=C2CCN(C2=CC=C1)C(=O)OC(C)(C)C